2-chloro-6-[(4-chlorophenyl)amino]pyrimidine-4-carbonitrile ClC1=NC(=CC(=N1)C#N)NC1=CC=C(C=C1)Cl